C(C)OC(CCN1C[C@]2(OCC1)CCC1=CC(=CC=C12)OCC1=C(C=CC=C1CC)Cl)=O (S)-ethyl-3-(5-((2-chloro-6-ethylbenzyl)oxy)-2,3-dihydrospiro[indene-1,2'-morpholin]-4'-yl)propanoate